N1N=NC2=C1C=CC(=C2)CNC(=O)C2C1CN(CC2C1)C(=O)OC(C)(C)C tert-butyl 6-(((1H-benzo[d][1,2,3]triazol-5-yl)methyl)carbamoyl)-3-azabicyclo[3.1.1]heptane-3-carboxylate